NCCC1=NN2C(=NC=3C(=CC(=CC3C2=N1)F)OC)NCC1=C(C=C(C=C1)OC)OC 2-(2-aminoethyl)-N-(2,4-dimethoxybenzyl)-9-fluoro-7-methoxy-[1,2,4]triazolo[1,5-c]quinazolin-5-amine